C(C(=C)C)(=O)OCC1OC(C1)C(F)(F)F 2-(methacryloxymethyl)-4-trifluoromethyloxetane